1,10-di-tert-butoxydecane C(C)(C)(C)OCCCCCCCCCCOC(C)(C)C